(3R,5S)-3-((6-((S)-amino(4,4-difluorocyclohexyl)methyl)-3-(tetrahydro-2H-pyran-4-yl)imidazo[1,2-b][1,2,4]triazin-2-yl)methyl)-5-(trifluoromethyl)pyrrolidin-2-one N[C@H](C=1N=C2N(N=C(C(=N2)C2CCOCC2)C[C@@H]2C(N[C@@H](C2)C(F)(F)F)=O)C1)C1CCC(CC1)(F)F